((R)-4-(4-amino-6-(6-ethynyl-4-methylpyridin-3-yl)-7-methyl-7H-pyrrolo[2,3-d]pyrimidin-5-yl)cyclohex-3-en-1-yl)((R)-2-methylpyrrolidin-1-yl)methanone NC=1C2=C(N=CN1)N(C(=C2C2=CC[C@@H](CC2)C(=O)N2[C@@H](CCC2)C)C=2C=NC(=CC2C)C#C)C